5-((3'-(Cyclopentyloxy)-[1,1'-biphenyl]-3-yl)methoxy)-2-hydroxybenzoic acid C1(CCCC1)OC=1C=C(C=CC1)C1=CC(=CC=C1)COC=1C=CC(=C(C(=O)O)C1)O